NC1=C(C(=C(C(=C1C#C[Si](C)(C)C)F)SC=1C=CC(=C(C#N)C1)F)F)F 5-[4-amino-2,3,6-trifluoro-5-(2-trimethylsilylethynyl)phenyl]sulfanyl-2-fluoro-benzonitrile